[C@@H]1([C@H](O)[C@H](O)[C@@H](C)O1)N1C(=O)N=C(N)C=C1 5'-deoxycytidine